1-(benzyloxy)-10-fluoro-3-iodo-7,12-dihydro-6,13-methanobenzo[g]pyrido[1,2-b][1,2,5]triazonine-2,14-dione C(C1=CC=CC=C1)OC=1C(C(=CN2N3CC4=C(CN(C(C21)=O)C3)C=C(C=C4)F)I)=O